methyl N-[2-(4-{[(4-{[6-(5-chloro-2-fluorophenyl)-3-methylpyridazin-4-yl]amino}pyridin-2-yl)carbamoyl]methyl} piperazin-1-yl)ethyl]-N-methylcarbamate ClC=1C=CC(=C(C1)C1=CC(=C(N=N1)C)NC1=CC(=NC=C1)NC(=O)CN1CCN(CC1)CCN(C(OC)=O)C)F